2-[(6-methylpyridin-2-yl)carbamoyl]benzoic acid CC1=CC=CC(=N1)NC(=O)C1=C(C(=O)O)C=CC=C1